FC1(CCC(CC1)CNC=1N=CC2=C(N1)NC=C2C=2C=C(C1=C(N(C(=N1)C)C(C)C)C2)F)F N-((4,4-difluorocyclohexyl)methyl)-5-(4-fluoro-1-isopropyl-2-methyl-1H-benzo[d]imidazol-6-yl)-7H-pyrrolo[2,3-d]pyrimidin-2-amine